5a,8a-epidioxy-24(R)-methylcholesta-6,22-dien C[C@H](C(C)C)C=C[C@@H](C)[C@H]1CC[C@H]2[C@@]34C=C[C@]5(CCCC[C@]5(C)[C@H]3CC[C@]12C)OO4